N1CC(C1)OC=1C=CC(=NC1F)C(=O)NC 5-(azetidin-3-yloxy)-6-fluoro-N-methylpicolinamide